8-{2,6-dimethoxyphenyl}-2,6-bis{4-[diphenylamino]phenyl}-4-phenyl-8H-phosphinino{3,2-b:5,6-b'}dithiophen-8-ylium P-oxide 2,2,2-trifluoroacetate FC(C(=O)[O-])(F)F.COC1=C(C(=CC=C1)OC)[C+]1C=2SC(=CC2P(C2=C1SC(=C2)C2=CC=C(C=C2)N(C2=CC=CC=C2)C2=CC=CC=C2)(C2=CC=CC=C2)=O)C2=CC=C(C=C2)N(C2=CC=CC=C2)C2=CC=CC=C2